ON(C12NC(=NC(N1)(O2)N(CC2=CC=CC=C2)O)N(CC2=CC=CC=C2)O)CC2=CC=CC=C2 epoxy-2,4,6-tris(hydroxyphenylmethylamino)-s-triazine